C(C)(=O)OC1C(OC(C(C1OC(C)=O)OC(C)=O)OC1=C(C=C(C=C1)CO)N)COC(C)=O 2-(acetoxymethyl)-6-(2-amino-4-(hydroxymethyl)phenoxy)tetrahydro-2H-pyran-3,4,5-triyl triacetate